tert-butyl 4-acetyl-3-(2,6-dichloropyridin-4-yl)piperazine-1-carboxylate C(C)(=O)N1C(CN(CC1)C(=O)OC(C)(C)C)C1=CC(=NC(=C1)Cl)Cl